C(C)OC(=O)N1CC2(CC(C2)N2C[C@H]3C([C@H]3C2)C(=O)N2CCCCCC2)CC1 2-[(1r,5s,6r)-6-(azepan-1-ylcarbonyl)-3-azabicyclo[3.1.0]hex-3-yl]-6-azaspiro[3.4]octane-6-carboxylic acid ethyl ester